4-(4-acryloylpiperazin-1-yl)-N-(3-(dimethylamino)propyl)-7-(naphthalen-1-yl)-5,6,7,8-tetrahydro-1,7-naphthyridine-2-carboxamide C(C=C)(=O)N1CCN(CC1)C1=CC(=NC=2CN(CCC12)C1=CC=CC2=CC=CC=C12)C(=O)NCCCN(C)C